C(C)(C)(C)NS(=O)(=O)C=1C=C(C=CC1)NC(C1=C(C=C(C=C1)CS(=O)(=O)C)N1CCC2(CC2)CC1)=O N-(3-(N-(tert-butyl)sulfamoyl)phenyl)-4-((methylsulfonyl)methyl)-2-(6-azaspiro[2.5]octan-6-yl)benzamide